N-ethyl-9,9-dimethyl-3,6-diazabicyclo[3.2.2]nonane-3-carboxamide C(C)NC(=O)N1CC2CNC(C1)C(C2)(C)C